ClC1=NC=C(C(=N1)C1=CN(C2=CC(=CC=C12)[N+](=O)[O-])C)Cl 3-(2,5-dichloropyrimidin-4-yl)-1-methyl-6-nitro-indole